C(C)(C)C1=C(C=C(C=C1)C)N1/C(/SCC1=O)=N/C(NCCC1=CC=C(C=C1)NC(OC1=CC=C(C=C1)OC(F)(F)F)=O)=O 4-(trifluoromethoxy)phenyl (Z)-(4-(2-(3-(3-(2-isopropyl-5-methylphenyl)-4-oxothiazolidin-2-ylidene)ureido)ethyl)phenyl)carbamate